FC(C=1C(=C(C=CC1)NC1=C(C=C2C(=N1)NN=C2N)F)F)F N6-(3-(difluoromethyl)-2-fluorophenyl)-5-fluoro-1H-pyrazolo[3,4-b]pyridine-3,6-diamine